N-(1-benzyl-3-phenylpyrrolidin-3-yl)-4-(trifluoromethoxy)benzenesulfonamide C(C1=CC=CC=C1)N1CC(CC1)(C1=CC=CC=C1)NS(=O)(=O)C1=CC=C(C=C1)OC(F)(F)F